trans-6-chloro-N-((4-(5-(4-chlorophenyl)-1,3,4-oxadiazol-2-yl)cyclohexyl)methyl)quinoline-2-carboxamide ClC=1C=C2C=CC(=NC2=CC1)C(=O)NC[C@@H]1CC[C@H](CC1)C=1OC(=NN1)C1=CC=C(C=C1)Cl